ClC=1C=C(C=C(C1)C=NC1=CC=C(C=C1)CN(CC)CC)O 3-chloro-5-((4-((dieth-ylamino)methyl)phenylimino)methyl)phenol